C(C)(=O)OC[C@H](NC([C@@H](NC(=O)C=1N=C(SC1)N1CCN(CC1)C(=O)C1CCOCC1)CO[Si](C)(C)C(C)(C)C)=O)C(=O)OC Methyl O-acetyl-N-(O-(tert-butyldimethylsilyl)-N-(2-(4-(tetrahydro-2H-pyran-4-carbonyl)piperazin-1-yl)thiazole-4-carbonyl)-L-seryl)-L-serinate